(2R)-4-(4-bromo-3-methyl-2-nitro-anilino)-1-[tert-butyl-(dimethyl)silyl]oxy-butan-2-ol diethyl-((3-methoxy-N-(trimethylsilyl)phenylsulfonimidoyl)methyl)phosphonate C(C)C(S(=O)(=N[Si](C)(C)C)C1=CC(=CC=C1)OC)(P(O)(O)=O)CC.BrC1=C(C(=C(NCC[C@H](CO[Si](C)(C)C(C)(C)C)O)C=C1)[N+](=O)[O-])C